methyl ((4-(pentafluoro-λ6-sulfanyl)phenyl)sulfonyl)carbamate FS(C1=CC=C(C=C1)S(=O)(=O)NC(OC)=O)(F)(F)(F)F